4H-quinolizin-4-one acetate C(C)(=O)O.C=1C=CC(N2C=CC=CC12)=O